C(C)(C)(C)OC(N[C@@H](CC1=NC(=NO1)C1=CC=C(C=C1)OC1=NC=C(C=C1F)Br)C=O)=O (S)-(1-(3-(4-((5-bromo-3-fluoropyridin-2-yl)oxy)phenyl)-1,2,4-oxadiazol-5-yl)-3-oxopropan-2-yl)carbamic acid tert-butyl ester